2-[6-[(3aS,7aR)-6-methyl-3,3a,4,5,7,7a-hexahydro-2H-pyrrolo[2,3-c]pyridin-1-yl]pyridazin-3-yl]-3-ethyl-5-(trifluoromethyl)phenol CN1C[C@H]2[C@@H](CC1)CCN2C2=CC=C(N=N2)C2=C(C=C(C=C2CC)C(F)(F)F)O